C(C)OC(CC1=C(C=CC(=C1)O)O)=O ethyl(2,5-dihydroxyphenyl)acetate